CN([C@@H](CC1=CC=CC=C1)C(=O)O)C[C@@H]([C@H](\C=C\C1=CC=CC=C1)C)C1=CC=C(C=C1)C.C1=CC=CC=2C3=CC=CC=C3N(C12)C=1C=C(C=CC1)C1=NC(=CC=C1)C1=CC(=CC=C1)N1C2=CC=CC=C2C=2C=CC=CC12 2,6-bis(3-(9-carbazolyl)phenyl)pyridine methyl-((2S,3S,E)-3-methyl-5-phenyl-2-(p-tolyl)pent-4-enyl)-L-phenylalaninate